C(CCCCCC)C(NC(C=C)=O)NC N-(heptyl-methylaminomethyl)acrylamide